FC(OC1=C(C(=O)NCC)C(=CC(=C1)C1=CN=C2N1C=CC(=C2)C2=CN=NC=C2)OC)F 2-(difluoromethoxy)-N-ethyl-6-methoxy-4-(7-pyridazin-4-yl-imidazo[1,2-a]pyridin-3-yl)benzamide